Cl[Fe](Cl)Cl trichloroIron